hafnium-antimony [Sb].[Hf]